OC([C@@H](C(N[C@H](C(=O)[C@@]1(OC1)C)CC(C)C)=O)NC(CCCCC(C)C)=O)C N-[(1S)-2-Hydroxy-1-{[(2S)-4-methyl-1-[(2R)-2-methyloxiran-2-yl]-1-oxopentan-2-yl]carbamoyl}propyl]-6-methylheptanamide